ClC1=C(OCCOCCOCCOC2=C3C(N(C(C3=CC=C2)=O)C2C(NC(CC2)=O)=O)=O)C=CC=C1C(=O)C1C(CCCC1=O)=O 4-[2-[2-[2-[2-chloro-3-(2,6-dioxocyclohexanecarbonyl)phenoxy]ethoxy]-ethoxy]ethoxy]-2-(2,6-dioxo-3-piperidyl)isoindoline-1,3-dione